N1C(NC=C2C=CC=3C(=C12)C=CN3)=O dihydropyrrolo-quinazolinone